FC=1C=CC(=NC1)N1C(C(=CC=C1C)C(=O)N)=O 1-(5-fluoropyridin-2-yl)-6-methyl-2-oxopyridine-3-carboxamide